(1R,2S,5R)-5-Methyl-2-(propan-2-yl)cyclohexyl (1S,2S)-2-[(benzyloxy) methyl]cyclopropane-1-carboxylate C(C1=CC=CC=C1)OC[C@@H]1[C@H](C1)C(=O)O[C@H]1[C@@H](CC[C@H](C1)C)C(C)C